C1(=CC=C(C=C1)C1=NC(=NC(=C1)C=1C=NC=CC1Cl)C1=CC=CC=C1)C1=CC=CC=C1 4-([1,1'-biphenyl]-4-yl)-6-(4-chloropyridin-3-yl)-2-phenylpyrimidine